3-chloro-1-methyl-pyridin-2-one ClC=1C(N(C=CC1)C)=O